FC(F)(F)C=1C(=NC=CC1)C1=NC=CC=C1 trifluoromethyl-(2,2-bipyridine)